(5-chloro-2-(4-hydroxyphenyl)thiophen-3-yl)methylcyclopentyl (methyl)carbamate CNC(OC1(CCCC1)CC1=C(SC(=C1)Cl)C1=CC=C(C=C1)O)=O